CS(=O)(=O)N1CCC(CC1)OC1=C(C#N)C=CC=N1 2-((1-(methylsulfonyl)piperidin-4-yl)oxy)nicotinonitrile